[N+](=O)([O-])C=1C=CC=2NC3=CC=C(C=C3OC2C1)[N+](=O)[O-] 3,7-Dinitrophenoxazine